ClC1=CC=C(C=C1)C=1N=C2C(=NC1)N=C(S2)NC(=O)C=2C=NC(=CC2C2=C(C=CC=C2)OC)C N-(6-(4-chlorophenyl)thiazolo[4,5-b]pyrazin-2-yl)-4-(2-methoxyphenyl)-6-methylpyridine-3-Carboxamide